FC1CC(N(C1)C(CC=1OC=CN1)=O)C(=O)N 4-fluoro-1-[2-(1,3-oxazol-2-yl)acetyl]pyrrolidine-2-carboxamide